[C@H]1([C@H](O)[C@@H](O)[C@H](O)[C@H](O1)CO)O[C@H]1[C@@H](O)O[C@@H]([C@H]([C@@H]1O)O)CO 2-O-alpha-D-glucopyranosyl-alpha-D-glucopyranose